ClC1=C(C=CC(=C1)N1N=NC(=C1C)C(O)C1=C(C=CC=2N1C=NC2)Cl)O 2-Chloro-4-{4-[(6-chloro-imidazo[1,5-a]pyridin-5-yl)-hydroxy-methyl]-5-methyl-[1,2,3]triazol-1-yl}-phenol